8-{4-[2-(2,6-dioxopiperid-3-yl)-1,3-dioxo-2,3-dihydro-1H-isoindol-5-yl]piperazin-1-yl}octanoic Acid O=C1NC(CCC1N1C(C2=CC=C(C=C2C1=O)N1CCN(CC1)CCCCCCCC(=O)O)=O)=O